FC(CN1CCC(CC1)NC1=NN2C(C(=N1)OC)=C(C=C2)C2=CC=1N(C=C2)N=CC1)F N-(1-(2,2-difluoroethyl)piperidin-4-yl)-4-methoxy-5-(pyrazolo[1,5-a]pyridin-5-yl)pyrrolo[2,1-f][1,2,4]triazin-2-amine